(S)-4-(2-((1-(4-bromophenyl)-2,2,2-trifluoroethyl)amino)ethyl)tetrahydro-2H-pyran-4-carboxylic acid BrC1=CC=C(C=C1)[C@@H](C(F)(F)F)NCCC1(CCOCC1)C(=O)O